tert-butyl N-[3-(triazolo[1,5-a]pyridin-3-yl)cyclohexyl]carbamate N1=NC(=C2N1C=CC=C2)C2CC(CCC2)NC(OC(C)(C)C)=O